CC1=NC(=CC=C1N1N=NC(=C1)C(=O)NCC1=CC(=NO1)C1=CC=CC=C1)C 1-(2,6-dimethylpyridin-3-yl)-N-((3-phenylisoxazol-5-yl)methyl)-1H-1,2,3-triazole-4-carboxamide